N1N=NC(=C1)COCC1=CC=C(C#N)C=C1 4-(((1H-1,2,3-triazol-4-yl)methoxy)methyl)benzonitrile